FC1=CC(=CC2=C1N=CS2)C(=O)NOCCO 4-fluoro-N-(2-hydroxyethoxy)benzo[d]thiazole-6-carboxamide